BrC1=CC=C(C=C1)C(=C([2H])[2H])[2H] 1-bromo-4-(vinyl-d3)benzene